3-(4-(2,5-Diazabicyclo[2.2.2]octan-2-yl)-8-fluoro-2-(((R)-1-methylpyrrolidin-2-yl)methoxy)pyrido[4,3-d]pyrimidin-7-yl)-5-chloro-4-cyclopropylphenol C12N(CC(NC1)CC2)C=2C1=C(N=C(N2)OC[C@@H]2N(CCC2)C)C(=C(N=C1)C=1C=C(C=C(C1C1CC1)Cl)O)F